C(C)OC(=O)C=1C(=NC(=NC1)OC1=CC=C(C=C1)CC(C)C)C 2-(4-isobutylphenoxy)-4-methylpyrimidine-5-carboxylic acid ethyl ester